C(C)NC(C1=C(C(=CC=C1)F)S)=O N-ethyl-3-fluoro-2-mercaptobenzamide